Pyrido[3,4-f][1,4]Oxazepin-8(6H)-carboxylic acid tert-butyl ester C(C)(C)(C)OC(=O)C=1C=C2C(=CN=CCO2)CN1